CN(C/C=C/C(=O)NC1=C(C=C(C(=C1)NC1=NC=NC(=C1)N1OCC[C@@H]1C1=CC(=C(C=C1)F)OCC1=CC(=CC=C1)F)OC)F)C (R,E)-4-(dimethylamino)-N-(2-fluoro-5-((6-(3-(4-fluoro-3-((3-fluorobenzyl)oxy)phenyl)isoxazolidin-2-yl)pyrimidin-4-yl)amino)-4-methoxyphenyl)but-2-enamide